3-(1-oxo-5-(1-((5-(4-(trifluoromethyl)phenyl)-1,2,4-oxadiazol-3-yl)methyl)piperidin-4-yl)isoindolin-2-yl)piperidine-2,6-dione O=C1N(CC2=CC(=CC=C12)C1CCN(CC1)CC1=NOC(=N1)C1=CC=C(C=C1)C(F)(F)F)C1C(NC(CC1)=O)=O